(R)-3-(3-fluoro-4-(6-(2-propyl-2H-tetrazol-5-yl)pyridin-3-yl)phenyl)-5-(hydroxymethyl)oxazolidin-2-one ethyl-1-(5-(3-methoxypropyl)-2-nitro-3-pyridyl)piperidine-4-carboxylate C(C)OC(=O)C1CCN(CC1)C=1C(=NC=C(C1)CCCOC)[N+](=O)[O-].FC=1C=C(C=CC1C=1C=NC(=CC1)C=1N=NN(N1)CCC)N1C(O[C@H](C1)CO)=O